(2R,3R,5R)-4-[[3-(2,4-Difluoro-3-methyl-phenyl)-5-methyl-5-(trifluoromethyl)tetrahydrofuran-2-carbonyl]amino]pyridin-2-carboxamid FC1=C(C=CC(=C1C)F)[C@@H]1[C@@H](O[C@](C1)(C(F)(F)F)C)C(=O)NC1=CC(=NC=C1)C(=O)N